ClC1=CC(=C(C=C1)[C@@]1(OC2=C(O1)C=CC=C2C2CCN(CC2)CC2=NC1=C(N2C)C=C(C=C1)C(=O)O)C)F 2-([4-[(2S)-2-(4-Chloro-2-fluorophenyl)-2-methyl-1,3-benzodioxol-4-yl]piperidin-1-yl]methyl)-1-methyl-1H-benzimidazole-6-carboxylic acid